(3,3-difluorocyclobutyl)methyl 4-methylbenzenesulfonate CC1=CC=C(C=C1)S(=O)(=O)OCC1CC(C1)(F)F